C(C1=CC=CC=C1)SC1=CC=C(C=C1)NCC(CC1=CC=CC=C1)NC(C1=CC=C(C=C1)F)=O N-(1-(4-(benzylsulfanyl)phenylamino)-3-phenylprop-2-yl)-4-fluorobenzamide